7-allyl-7,8-dihydro-8-oxo-guanosine C(C=C)N1C(N([C@H]2[C@H](O)[C@H](O)[C@@H](CO)O2)C=2N=C(NC(C12)=O)N)=O